2,4,6-triisobutylbenzene C(C(C)C)C1=CC(=CC(=C1)CC(C)C)CC(C)C